F[C@H]1CNCC[C@H]1NC=1C=2N(C=CC1)C(=C(N2)C#CCNC2=C(C=C(C=C2)S(=O)(=O)C)OC)SC(F)(F)F N-((3S,4R)-3-fluoropiperidin-4-yl)-2-(3-((2-methoxy-4-(methylsulfonyl)phenyl)amino)prop-1-yn-1-yl)-3-((trifluoromethyl)thio)imidazo[1,2-a]pyridin-8-amine